9-(p-acetylphenyl)acridine C(C)(=O)C1=CC=C(C=C1)C=1C2=CC=CC=C2N=C2C=CC=CC12